C(C1=CC=CC=C1)OC1=C2C=C(NC2=CC(=C1)F)C(=O)O 4-(benzyloxy)-6-fluoro-1H-indole-2-carboxylic acid